FC1=C(NC)C=CC(=C1C=1C=C2C(=CN1)NN=C2C=2C=NN(C2)C)F 2,4-difluoro-N-methyl-3-(3-(1-methyl-1H-pyrazol-4-yl)-1H-pyrazolo[3,4-c]pyridin-5-yl)aniline